(Z)-3,7,11-Trimethyl-1,6,10-dodecatrien CC(C=C)CC\C=C(/CCC=C(C)C)\C